O[C@@]1([C@@H](CC[C@H](C1)C)C(C)C)C(=O)NCCC1=C(OCCC(=O)OC)C=CC=C1 methyl 3-(2-(2-((1S,2S,5R)-1-hydroxy-2-isopropyl-5-methylcyclohexane-1-carboxamido)ethyl)phenoxy)propanoate